N-methyl-3-(naphthalen-1-oxy)-3-[4-((3-pyrrolidin-1-yl)propoxy)phenyl]propylamine oxalate C(C(=O)O)(=O)O.CNCCC(C1=CC=C(C=C1)OCCCN1CCCC1)OC1=CC=CC2=CC=CC=C12